N-(4-(2-fluorophenyl)-2-(2-methylcyclohexyl)pyridin-3-yl)-2-isopropylpyrimidine-5-carboxamide FC1=C(C=CC=C1)C1=C(C(=NC=C1)C1C(CCCC1)C)NC(=O)C=1C=NC(=NC1)C(C)C